S1C2=C(C=C1)C=CC=C2C2(CC2)N 1-(Benzo[b]thiophen-7-yl)cyclopropaneamine